N-(1-methylpiperidin-4-yl)-5-[3-(prop-2-enamido)phenyl]-1H-indazole-3-carboxamide CN1CCC(CC1)NC(=O)C1=NNC2=CC=C(C=C12)C1=CC(=CC=C1)NC(C=C)=O